ClCCN1CCCCCC1 1-(2-chloroethyl)-azepane